2-{6-[Methyl-(2,2,6,6-tetramethylpiperidin-4-yl)amino][1,3]thiazolo[4,5-c]pyridazin-3-yl}-5-(1H-pyrazol-4-yl)phenol CN(C=1SC2=C(N=NC(=C2)C2=C(C=C(C=C2)C=2C=NNC2)O)N1)C1CC(NC(C1)(C)C)(C)C